Tetraethylcaproic acid C(C)C(C(C(=O)O)(CC)CC)(CCC)CC